1-(2-((2-ethoxy-4-(4-methyl-4H-1,2,4-triazol-3-yl)phenyl)amino)-6-methylpyrido[3,4-d]pyrimidin-8-yl)-3-ethylazetidine-3-carbonitrile C(C)OC1=C(C=CC(=C1)C1=NN=CN1C)NC=1N=CC2=C(N1)C(=NC(=C2)C)N2CC(C2)(C#N)CC